COC(=O)C1=CC=NC2=CC(=CC=C12)N1C[C@H](CC1)N[C@H](C)C1=CC=CC2=CC=CC=C12 7-[(3S)-3-{[(1R)-1-(naphthalen-1-yl)ethyl]amino}tetrahydro-1H-pyrrol-1-yl]quinoline-4-carboxylic acid methyl ester